(4-chloro-2-fluorobenzyl)-3,4-dihydroisoquinoline-2(1H)-carboxylic acid tert-butyl ester C(C)(C)(C)OC(=O)N1C(C2=CC=CC=C2CC1)CC1=C(C=C(C=C1)Cl)F